C(#N)C(C(=O)[O-])=C mono-alpha-cyanoacrylate